2-(4-(tert-butyl)-2,5-bis(methoxy-d3)phenyl)ethan-1-amine C(C)(C)(C)C1=CC(=C(C=C1OC([2H])([2H])[2H])CCN)OC([2H])([2H])[2H]